Cl.NCC(C1=CC(=CC=C1)Cl)N1C=NC2=CC(=CC=C2C1=O)C1=CC(=NC=C1)F 3-(2-amino-1-(3-chlorophenyl)ethyl)-7-(2-fluoropyridin-4-yl)quinazolin-4(3H)-one hydrochloride